N1C(=NC=C1)C1CCNCC1 4-(1H-imidazol-2-yl)piperidine